O1C(=NC=C1)C1=C2CCO[C@H](C2=CC=C1)CN(C(OC(C)(C)C)=O)COCC[Si](C)(C)C (R)-tert-butyl ((5-(oxazol-2-yl)isochroman-1-yl)methyl)((2-(trimethylsilyl)ethoxy)methyl)carbamate